N1CC(C1)C=1C=NN(C1)C 4-(azetidin-3-yl)-1-methyl-1H-pyrazole